OC1(CCN(CC1)C(C[C@@H](C)C1=CC=CC=C1)=O)CN1C=NC(=CC1=O)NCCNC(C)=O (R)-N-(2-((1-((4-hydroxy-1-(3-phenylbutanoyl)piperidin-4-yl)methyl)-6-oxo-1,6-dihydropyrimidin-4-yl)amino)ethyl)acetamide